1-(6-(4-(((2S)-4-methyl-1-(4H-1,2,4-triazol-3-yl)-2-pentanyl)amino)-5,6,7,8-tetrahydro-2-quinazolinyl)-2,6-diazaspiro[3.4]octan-2-yl)-2-propen-1-one CC(C[C@@H](CC1=NN=CN1)NC1=NC(=NC=2CCCCC12)N1CC2(CN(C2)C(C=C)=O)CC1)C